4-(4-chlorophenyl)-1-((1-(2-fluoro-3-chlorophenyl)-5-((S)-1-hydroxyethyl)-1H-1,2,4-triazol-3-yl)methyl)-3-((S)-3,3,3-trifluoro-2-hydroxypropyl)-1,3-dihydro-2H-imidazol-2-one ClC1=CC=C(C=C1)C=1N(C(N(C1)CC1=NN(C(=N1)[C@H](C)O)C1=C(C(=CC=C1)Cl)F)=O)C[C@@H](C(F)(F)F)O